ClC1=C(C=CC=C1)C1=NC=2NC(N(C(C2N1C1=CC=C(C=C1)Cl)=O)C(C(=O)N)C)=O 2-[8-(2-chlorophenyl)-7-(4-chlorophenyl)-2,6-dioxo-3H-purin-1-yl]propanamide